CC=1C=C(C=C(C1)C)C1=C(C(=NC(=C1N1C2=C(C3=CC=CC=C13)C=CN=C2)N2C1=CC=C(C=C1C=1C=C(C=CC21)C2=CC=CC=C2)C2=CC=CC=C2)N2C1=CC=C(C=C1C=1C=C(C=CC21)C2=CC=CC=C2)C2=CC=CC=C2)N2C1=C(C3=CC=CC=C23)C=CN=C1 9,9'-(4-(3,5-dimethylphenyl)-2,6-bis(3,6-diphenyl-9H-carbazol-9-yl)pyridine-3,5-diyl)bis(9H-pyrido[3,4-b]indole)